ClC1=C(C(=O)N2CCN(CC2)C(=O)N[C@H]2CNC[C@@H]2O)C=CC(=C1)NC(=O)C=1N(C(=CN1)C1=C(C(=C(C=C1)OC)F)F)C 4-[2-chloro-4-[[5-(2,3-difluoro-4-methoxy-phenyl)-1-methyl-imidazole-2-carbonyl]amino]benzoyl]-N-[(3S,4S)-4-hydroxypyrrolidin-3-yl]piperazine-1-carboxamide